Cl.Cl.C[C@H]1N([C@H](CNC1)C)C1=CC=NC=C1 (2R,6S)-2,6-dimethyl-1-(pyridin-4-yl)piperazine dihydrochloride